1-(3-fluorobenzyl)-2-(3-methoxyazetidin-1-yl)-6-(4-methoxy-5H-pyrrolo[3,2-d]pyrimidin-5-yl)-1H-imidazo[4,5-b]pyridine FC=1C=C(CN2C(=NC3=NC=C(C=C32)N3C=CC=2N=CN=C(C23)OC)N2CC(C2)OC)C=CC1